COC1=CC=C(C=C1)CN(S(=O)(=O)C1=CC(=C(C=C1)NC1=NC=CC(=C1)C(F)(F)F)C=1OC(=NN1)C)C N-[(4-methoxyphenyl)methyl]-N-methyl-3-(5-methyl-1,3,4-oxadiazol-2-yl)-4-[[4-(trifluoromethyl)-2-pyridinyl]amino]benzenesulfonamide